mono-iododibromomethane IC(Br)Br